4-fluoro-2,4-dimethylsulfolane FC1(CC(S(=O)(=O)C1)C)C